C[C@H]1CN(CCN1C)C=1C=C(C=2N(C(C=C(N2)C2=NN3C(C(=NC(=C3)C)C)=C2)=O)C1)C 7-[(3S)-3,4-dimethylpiperazin-1-yl]-2-(4,6-dimethylpyrazolo[1,5-a]pyrazin-2-yl)-9-methyl-4H-pyrido[1,2-a]pyrimidin-4-one